(5S)-2-[(5-Chloro-6-methoxypyridin-3-yl)methyl]-5-{[(3R,4S)-3,4-difluoropyrrolidin-1-yl]carbonyl}-5,6,7,8-tetrahydro[1,2,4]triazolo[4,3-a]pyridin-3(2H)-one ClC=1C=C(C=NC1OC)CN1N=C2N([C@@H](CCC2)C(=O)N2C[C@H]([C@H](C2)F)F)C1=O